I.NCCCCC=1CC2[C@H](C[C@H]3[C@@H]4CCC([C@@]4(C)CC[C@@H]3[C@]2(CC1)C)=O)O (E)-3-(4-aminobutyl)-6alpha-hydroxyandrost-2-ene-17-one hydroiodide